ClC1=CC=C2C(=CC=NC2=C1)NC(CCCNCC=1C(=NC=CC1)OCC)C N4-(7-Chloroquinolin-4-yl)-N1-((2-ethoxypyridin-3-yl)methyl)pentane-1,4-diamine